N\C(=C(/C(=O)OCC)\C#N)\C1=CC=CC=C1 ethyl (Z)-3-amino-2-cyano-3-phenyl-prop-2-enoate